1-(3-morpholinbenzyl)-1H-1,2,3-triazol N1C(COCC1)C1=CC=CC=C1CN1N=NC=C1